tert-butyl 9-[3-(2,6-dioxo-3-piperidyl)-2-oxo-1,3-benzoxazol-6-yl]-3,9-diazaspiro[5.5]undecane-3-carboxylate O=C1NC(CCC1N1C(OC2=C1C=CC(=C2)N2CCC1(CCN(CC1)C(=O)OC(C)(C)C)CC2)=O)=O